OCCN(CCCCCCCC(=O)OC(CCCCCCCC)CCCCCCCC)CCCCCC(OCCCCCCCCCCC)=O Heptadecan-9-yl 8-((2-hydroxyethyl)(6-oxo-6-(undecyloxy)hexyl)amino)-octanoate